COC(=O)C1=CNC2=NC=CC(=C21)C=2C=C(C(=NC2)N)C2=NC=C(C=C2)C(N(C)C)=O 4-(2'-amino-5-(dimethylcarbamoyl)-[2,3'-bipyridine]-5'-yl)-1H-pyrrolo[2,3-b]pyridine-3-carboxylic acid methyl ester